C(=O)(O)[Zn](C(=O)O)(C(=O)O)C(=O)O tetra-carboxyl-zinc